Decanoic acid 1-{7-[4-(4-benzo[b]thiophen-4-ylpiperazin-1-yl)butoxy]-2-oxo-2H-quinolin-1-yl}ethyl ester S1C2=C(C=C1)C(=CC=C2)N2CCN(CC2)CCCCOC2=CC=C1C=CC(N(C1=C2)C(C)OC(CCCCCCCCC)=O)=O